6-(4-(4-fluorophenyl)-1-methyl-1H-imidazol-5-yl)imidazo[1,2-b]pyridazine-3-carboxamide FC1=CC=C(C=C1)C=1N=CN(C1C=1C=CC=2N(N1)C(=CN2)C(=O)N)C